C(#N)CC(C(=O)OC)(C)C methyl 3-cyano-2,2-dimethylpropionate